C(C)(C)OC([C@H](C)N=P(=O)OC1=CC(=C(C=C1)C)OCC=1C=NC(=C(C1C=O)O)C)=O (2S)-2-(((4-formyl-5-hydroxy-6-methylpyridin-3-yl)methoxy)(p-tolyloxy)phosphorylamino)propionic acid isopropyl ester